(8-cis)-8-(2-cyclopropylmethoxy-4-trifluoromethylphenoxy)-3-(6-trifluoromethylpyridazin-3-yl)-3-azabicyclo[3.2.1]octane C1(CC1)COC1=C(OC2C3CN(CC2CC3)C=3N=NC(=CC3)C(F)(F)F)C=CC(=C1)C(F)(F)F